CN1C(OC2=C1C=CC(=C2)C2N(CCCC2)C(=O)NCCCCC2=CC=CC=C2)=O 2-(3-methyl-2-oxo-1,3-benzoxazol-6-yl)-N-(4-phenylbutyl)piperidine-1-carboxamide